4-(4-((2,6-dioxa-8-azaspiro[3.5]non-7-en-7-yl)amino-2,6-difluorophenoxy)-1H-pyrrolo[2,3-b]pyridin-3-yl)-N-(2-hydroxy-2-methylpropyl)-N-methylbenzamide C1OCC12COC(=NC2)NC=2C(=C(OC1=C3C(=NC=C1)NC=C3C3=CC=C(C(=O)N(C)CC(C)(C)O)C=C3)C(=CC2)F)F